propyl methacrylate 2-ethylhexyl-methacrylate C(C)C(COC(C(=C)C)=O)CCCC.C(C(=C)C)(=O)OCCC